N-(2,4-difluoro-3-iodophenyl)-3-(trifluoromethoxy)benzenesulfonamide 4-[4-(4-hydroxyphenyl)hex-3-yl]phenolate OC1=CC=C(C=C1)C(C(CC)C1=CC=C(C=C1)[O-])CC.FC1=C(C=CC(=C1I)F)NS(=O)(=O)C1=CC(=CC=C1)OC(F)(F)F